dilinoleoyl-glutamic acid C(CCCCCCC\C=C/C\C=C/CCCCC)(=O)N([C@@H](CCC(=O)O)C(=O)O)C(CCCCCCC\C=C/C\C=C/CCCCC)=O